N=1SN=C2C1C=CC=C2CNC2=NOC=C2 N-[(2,1,3-benzothiadiazol-4-yl)methyl]-1,2-oxazol-3-amine